ClCC(=O)N(NC([C@H](CC(C)C)N(C(OC(C)(C)C)=O)C)=O)CCC(=O)NC (S)-tert-Butyl (1-(2-(2-chloroacetyl)-2-(3-(methylamino)-3-oxo-propyl)hydrazinyl)-4-methyl-1-oxo-pentan-2-yl)(methyl)carbamate